NC1=CC=C(C=C1)C1N(CCN(C1)C)C 5-(4-aminophenyl)-1,4-dimethylpiperazin